C(C1=CC=CC=C1)OC(N[C@H]1CCC=2C=3C1=C1C(=NC3C=CC2C)C2=CC3=C(C(N2C1)=O)COC([C@@]3(O)F)=O)=O benzyl((1S,9S)-9-fluoro-9-hydroxy-4-methyl-10,13-dioxo-2,3,9,10,13,15-hexahydro-1H,12H-benzo[de]pyrano[3',4':6,7]indolizino[1,2-b]quinolin-1-yl)carbamate